C1=C(C=CC=2C3=CC=CC=C3C3(C12)C1=CC=CC=C1C=1C=CC=CC13)NC=1C=CC=3N(C2=CC=CC=C2C3C1)C1=CC=CC=C1 N-(9,9'-spirobi[9H-fluoren]-2-yl)-9-phenyl-9H-carbazol-3-amine